C1(CCCCC1)N.C(CCC(=O)O)(=O)O succinic acid cyclohexylamine salt